[(2S,3S,4R,5R)-4,5,6-tri(butanoyloxy)-2-methyl-tetrahydropyran-3-yl] butanoate C(CCC)(=O)O[C@H]1[C@@H](OC([C@@H]([C@@H]1OC(CCC)=O)OC(CCC)=O)OC(CCC)=O)C